Dihydroxycyclohexane OC1(CCCCC1)O